(R)-4-chloro-5-(3-((4-(2,4-dimethylthiazol-5-yl)-6-fluoropyridin-2-yl)oxy)pyrrolidin-1-yl)pyridazin-3(2H)-one ClC=1C(NN=CC1N1C[C@@H](CC1)OC1=NC(=CC(=C1)C1=C(N=C(S1)C)C)F)=O